FC1=CC=C(C=C1)N1CCN(C2=CC=CC=C12)C(CCN1C[C@H](CC1)O)=O (S)-1-(4-(4-fluorophenyl)-3,4-dihydroquinoxalin-1(2H)-yl)-3-(3-hydroxypyrrolidin-1-yl)propan-1-one